2-(2,6-dioxopiperidin-3-yl)-6-fluoro-4-((8-morpholinooctyl)thio)isoindoline-1,3-dione O=C1NC(CCC1N1C(C2=CC(=CC(=C2C1=O)SCCCCCCCCN1CCOCC1)F)=O)=O